(3R)-3-[(3-bromo-2-methyl-phenoxy)methyl]-8-azaspiro[4.5]decane BrC=1C(=C(OC[C@@H]2CCC3(C2)CCNCC3)C=CC1)C